ClC1=C(C=C(C=C1)F)C1(NC(C=2C1=C(C=C1C(=NNC21)C#N)NC(C2=CC(=CC(=C2)C(F)(F)F)F)=O)=O)O N-(6-(2-chloro-5-fluorophenyl)-3-cyano-6-hydroxy-8-oxo-1,6,7,8-tetrahydropyrrolo[3,4-g]indazol-5-yl)-3-fluoro-5-(trifluoromethyl)benzamide